FC=1C=NN(C1)CC1=CC=C(C=C1)OC 4-fluoro-1-[(4-methoxyphenyl)methyl]pyrazole